N-(4-chlorophenyl)-4-[5-[8-[(1-methyl-4-piperidyl)methyl]-5-oxa-2,8-diazaspiro[3.5]nonan-2-yl]-2,4,6-trioxo-hexahydropyrimidin-5-yl]benzamide ClC1=CC=C(C=C1)NC(C1=CC=C(C=C1)C1(C(NC(NC1=O)=O)=O)N1CC2(C1)OCCN(C2)CC2CCN(CC2)C)=O